(2R,3S)-3-((2-(2-ethoxy-7-methylquinoxalin-5-yl)-5-fluorobenzo[d]thiazol-6-yl)oxy)butan-2-yl (2-((S)-1-hydroxyethyl)pyrimidin-5-yl)carbamate O[C@@H](C)C1=NC=C(C=N1)NC(O[C@H](C)[C@H](C)OC1=CC2=C(N=C(S2)C2=C3N=CC(=NC3=CC(=C2)C)OCC)C=C1F)=O